COC1=CC=C(C=C1)CCC(CCCC\C=C/C1=CC=CC=C1)=O (Z)-1-(4-methoxyphenyl)-9-phenylnon-8-en-3-one